C1(=CC=CC=C1)CC(C(O)OCC)O 3-phenyl-ethyloxy-propan-1,2-diol